2-((1H-pyrrolo[2,3-b]pyridin-5-yl)oxy)-4-(4-((6-(4-chlorophenyl)spiro[3.5]non-6-en-7-yl)methyl)piperazin-1-yl)-N-((4-ethynyl-3-nitrophenyl)sulfonyl)benzamide N1C=CC=2C1=NC=C(C2)OC2=C(C(=O)NS(=O)(=O)C1=CC(=C(C=C1)C#C)[N+](=O)[O-])C=CC(=C2)N2CCN(CC2)CC2=C(CC1(CCC1)CC2)C2=CC=C(C=C2)Cl